4-(2-oxo-2-((4-(piperidin-1-yl)phenyl)amino)ethyl)pyrrolidine-2-carboxylic acid O=C(CC1CC(NC1)C(=O)O)NC1=CC=C(C=C1)N1CCCCC1